ethyl 4-(2-ethoxy-2-oxo-ethyl)piperidine-4-carboxylate C(C)OC(CC1(CCNCC1)C(=O)OCC)=O